(hydroxyethyl)-asparaginyl-phenol OCCN[C@@H](CC(N)=O)C(=O)C1=C(C=CC=C1)O